trans-4-((8-(4-(trifluoromethyl)phenyl)pyrido[3,4-b]pyrazin-5-yl)amino)cyclohexan-1-ol FC(C1=CC=C(C=C1)C1=CN=C(C2=NC=CN=C21)N[C@@H]2CC[C@H](CC2)O)(F)F